4-Bromo-3-(bromomethyl)-2-butenoic acid tert-butyl ester C(C)(C)(C)OC(C=C(CBr)CBr)=O